C(C1=CC=CC=C1)OC1=C(C=CC=C1Br)C[C@H]([C@@H](CC1=C(C(=CC=C1)Br)OCC1=CC=CC=C1)O)O |r| rac-(2R,3R)-1,4-bis(2-(benzyloxy)-3-bromophenyl)butane-2,3-diol